6-(2-cyclopropyl-4-(5-methyl-1,2,4-oxadiazol-3-yl)phenyl)pyridin C1(CC1)C1=C(C=CC(=C1)C1=NOC(=N1)C)C1=CC=CC=N1